C[N+](CCCCCCCCCCCCCCCC)(C)C N,N,N-trimethylhexadecane-1-aminium